OC(COC1=CC=C(C=C1)C=1C=C(C(NC1C(F)(F)F)=O)C(=O)N)CN1CCOCC1 5-(4-(2-hydroxy-3-morpholinopropoxy)phenyl)-2-oxo-6-(trifluoromethyl)-1,2-dihydropyridine-3-carboxamide